C[Si](C1C2C=CC(C1)C2)(C)C 5-trimethylsilyl-2-norbornene